Cl.ClC1=C(C=CC(=C1)C(F)(F)F)NC(=O)C1(CCC1)N1N=CC(=C1)C1CCN(CC1)CC1CC2C(CNC2)C1 N-(2-chloro-4-(trifluoromethyl)phenyl)-1-(4-(1-((octahydrocyclopenta[c]pyrrol-5-yl)methyl)piperidin-4-yl)-1H-pyrazol-1-yl)cyclobutane-1-carboxamide hydrochloride